o-aminotrifluoromethoxybenzene C1=CC=C(C(=C1)N)OC(F)(F)F